1-(trans-4-((5-cyanopyridin-2-yl)amino)cyclohexyl)-1-(4-(1-methyl-1H-pyrazol-4-yl)phenyl)-3-(tetrahydro-2H-pyran-4-ylmethyl)urea C(#N)C=1C=CC(=NC1)N[C@@H]1CC[C@H](CC1)N(C(=O)NCC1CCOCC1)C1=CC=C(C=C1)C=1C=NN(C1)C